(((6-Chloro-2-(trifluoromethyl)quinolin-4-yl)amino)methyl)-3-(3-methyl-1H-pyrazol-1-yl)azetidine-1-carboxamide ClC=1C=C2C(=CC(=NC2=CC1)C(F)(F)F)NCC1N(CC1N1N=C(C=C1)C)C(=O)N